ClC1=C(C=CC=C1C1=NC=CC(=C1Cl)C1=NC(=C(C=C1)CNCCO)OC)NC1=NC=CC(=C1F)CN1CC2(C1)CNC(C2)=O 2-((2-((2-chloro-3-(3'-chloro-5-(((2-hydroxyethyl)amino)methyl)-6-methoxy-[2,4'-bipyridin]-2'-yl)phenyl)amino)-3-fluoropyridin-4-yl)methyl)-2,6-diazaspiro[3.4]octan-7-one